NC(C)C=1C=C2CCCN(C2=CC1)C(CC(C)C)=O 1-(6-(1-aminoethyl)-3,4-dihydroquinolin-1(2H)-yl)-3-methylbutan-1-one